4-(4-(4-methylbenzoyl)-3,4-Dihydro-2H-pyrido[4,3-b][1,4]thiazin-8-yl)benzonitrile CC1=CC=C(C(=O)N2C3=C(SCC2)C(=CN=C3)C3=CC=C(C#N)C=C3)C=C1